C(#N)C1(CC(=C(C=C1)F)C)SC=1C=2N(C=C(C1)C=1C=NN(C1C)C1CCNCC1)N=CC2C#N 4-((1-cyano-4-fluoro-3-methylphenyl)thio)-6-(5-methyl-1-(piperidin-4-yl)-1H-pyrazol-4-yl)pyrazolo[1,5-a]pyridine-3-carbonitrile